N[C@@H](C)C(=O)OCC=1OC(=CC1)[N+](=O)[O-] (5-nitrofuran-2-yl)methyl L-alaninate